ethyl 2-((6-amino-5-ethylpyridin-3-yl)amino)-2-oxoacetate NC1=C(C=C(C=N1)NC(C(=O)OCC)=O)CC